4,5-dimethyl-6-(3-(7-methyl-6,7-dihydropyrazolo[1,5-a]pyrimidin-4(5H)-yl)-7,8-dihydro-1,6-naphthyridin-6(5H)-yl)pyridazine-3-carbonitrile CC1=C(N=NC(=C1C)N1CC=2C=C(C=NC2CC1)N1C=2N(C(CC1)C)N=CC2)C#N